C(CCCCCCC(C)C)C=C(C(=O)O)C.C(C(=C)C)(=O)OCC(CC(CC(C)C)C)C 2,4,6-trimethylheptyl methacrylate (isodecyl methacrylate)